Cl.ClC1=C(C=C2C(C(NC2=C1)=O)=C(C1=CC(=NO1)C)O)C1=CC=C(C=C1)OCCN1CCOCC1 6-chloro-3-[hydroxy-(3-methylisoxazol-5-yl)methylene]-5-[4-(2-morpholinoethoxy)phenyl]indolin-2-one hydrochloride